4-tert-butyl-cyclohexenol trifluoromethanesulfonate FC(S(=O)(=O)OC1=CCC(CC1)C(C)(C)C)(F)F